C(N)(=O)C1=NN(C=C1NC(=O)C=1N=C(OC1)C1=CC(=NC=C1)NCC1CC1)CCCCCCOCCOCCNC1=C2C(N(C(C2=CC=C1)=O)C1C(NC(CC1)=O)=O)=O N-[3-carbamoyl-1-[6-[2-[2-[[2-(2,6-dioxo-3-piperidyl)-1,3-dioxo-isoindolin-4-yl]amino]ethoxy]ethoxy]hexyl]pyrazol-4-yl]-2-[2-(cyclopropylmethylamino)-4-pyridyl]oxazole-4-carboxamide